1-methyl-5-(1-methyl-1H-pyrazol-4-yl)-4-(1H-pyrrol-1-yl)pyridin-2(1H)-one CN1C(C=C(C(=C1)C=1C=NN(C1)C)N1C=CC=C1)=O